2-ethyl-5-(propan-2-yl)thiophen-3-amine hydrochloride Cl.C(C)C=1SC(=CC1N)C(C)C